2,3-dihydro-benzofuran-5-sulfonic acid [3-(4-amino-7-methyl-7H-pyrrolo[2,3-d]pyrimidin-5-yl)-2-fluoro-phenyl]-amide NC=1C2=C(N=CN1)N(C=C2C=2C(=C(C=CC2)NS(=O)(=O)C=2C=CC1=C(CCO1)C2)F)C